di(hexadecyl)sulfosuccinic acid C(CCCCCCCCCCCCCCC)C(C(C(=O)O)S(=O)(=O)O)(C(=O)O)CCCCCCCCCCCCCCCC